NCC1=CC=C(C(=O)N[C@@H](CC2=CC=CC=C2)C(=O)O)C=C1 N-(4-aminomethyl-benzoyl)-phenylalanine